N-(5-(6-(2,5-dimethoxyphenyl)pyrazin-2-yl)thiophen-3-yl)pentanamide COC1=C(C=C(C=C1)OC)C1=CN=CC(=N1)C1=CC(=CS1)NC(CCCC)=O